3-(((3-(Chloromethyl)-1-methyl-1H-pyrazol-5-yl)methyl)thio)-6-fluoronaphthalen-1-ol ClCC1=NN(C(=C1)CSC=1C=C(C2=CC=C(C=C2C1)F)O)C